2-(3-fluorophenyl)-2,3-dihydroquinazolin-4(1H)-one FC=1C=C(C=CC1)C1NC2=CC=CC=C2C(N1)=O